FCOC1=CC=C2CCN(C(C2=C1)C)C(=O)C1=C(OC=2N=CN=C(C21)NC2(CC2)C)C 5-[7-(fluoromethoxy)-1-methyl-1,2,3,4-tetrahydroisoquinoline-2-carbonyl]-6-methyl-N-(1-methylcyclopropyl)furo[2,3-d]pyrimidin-4-amine